4-bromo-5-[4-(3-chloro-benzyloxy)-piperidin-1-yl]-benzofuran-2-carboxylic acid BrC1=C(C=CC2=C1C=C(O2)C(=O)O)N2CCC(CC2)OCC2=CC(=CC=C2)Cl